N-(1-(1-((3-azaspiro[5.5]undec-9-yl)methyl)piperidin-4-yl)-3-(difluoromethyl)-1H-pyrazol-4-yl)-5-morpholinopyrazolo[1,5-a]pyrimidine-3-carboxamide C1CNCCC12CCC(CC2)CN2CCC(CC2)N2N=C(C(=C2)NC(=O)C=2C=NN1C2N=C(C=C1)N1CCOCC1)C(F)F